ClC1=CC(=C(C=C1)C1=NN2C(=NC=3C=CC=CC3C2=N1)N[C@H]1C(NCCC1)=O)OC(F)(F)F (3R)-3-({2-[4-chloro-2-(trifluoromethoxy)phenyl][1,2,4]triazolo[1,5-c]quinazolin-5-yl}amino)piperidin-2-one